C1(CC1)C1=NOC(=N1)C12CCC(CC1)(CC2)CN(C(=O)C2CCOCC2)C2=CC(=CC=C2)C=2OC(=NN2)C2CC2 N-((4-(3-cyclopropyl-1,2,4-oxadiazol-5-yl)bicyclo[2.2.2]octan-1-yl)methyl)-N-(3-(5-cyclopropyl-1,3,4-oxadiazol-2-yl)phenyl)tetrahydro-2H-pyran-4-carboxamide